F[C@H]1[C@H](CN(C1)C)NC(OC(C)(C)C)=O tert-butyl ((3S,4R)-4-fluoro-1-methylpyrrolidin-3-yl)carbamate